CCCC(CCCCCCCC)S 4-dodecanethiol